1-Tert-butyl N-[5-(1,3-dioxoisoindolin-2-yl) pent-3-ynyl]-N-methyl-carbamate O=C1N(C(C2=CC=CC=C12)=O)CC#CCCN(C(OC(C)(C)C)=O)C